CN(C)CCN1C(NC(=C1)N)(C(=O)[O-])C 1-(dimethylaminoethyl)-2-methyl-amino-imidazole-2-carboxylate